N1=CC=NC=2C1=NC=CN2 pyrazino(2,3-b)pyrazine